(3-(((tert-Butyldiphenylsilyl)oxy)methyl)-4-ethyl-5-oxo-4,5-dihydro-1H-1,2,4-triazol-1-yl)-2-(2-chloro-6-fluorophenyl)-7-fluoro-4-isopropyl-2H-benzo[b][1,4]oxazin-3(4H)-one [Si](C1=CC=CC=C1)(C1=CC=CC=C1)(C(C)(C)C)OCC1=NN(C(N1CC)=O)C1(C(N(C2=C(O1)C=C(C=C2)F)C(C)C)=O)C2=C(C=CC=C2F)Cl